3-bromoimidazo[1,2-a]pyridin-6-amine BrC1=CN=C2N1C=C(C=C2)N